(3,8-diazabicyclo[3.2.1]-octan-3-yl)(6-(2-hydroxy-4-(1H-pyrazol-4-yl)phenyl)pyridazin-3-yl)methanone C12CN(CC(CC1)N2)C(=O)C=2N=NC(=CC2)C2=C(C=C(C=C2)C=2C=NNC2)O